C(#N)C=1C2=C(C=CC=3C=4C=CC(=C5C(=CC=C(C(=CC1)C23)C54)C(=O)OCC(C)C)C#N)C(=O)OCC(C)C diisobutyl 4,10-dicyanoperylene-3,9-dicarboxylate